C[C@H]1N(CC2=CC=CC=C2C1)C(=O)C1=C(C=C2CCNCC2=C1)C=1C(=C2CCCCN2C1)C(=O)O [7-[(3R)-3-methyl-3,4-dihydro-1H-isoquinoline-2-carbonyl]-1,2,3,4-tetrahydroisoquinolin-6-yl]-5,6,7,8-tetrahydroindolizine-1-carboxylic acid